3-Bocaminopropylamine C(=O)(OC(C)(C)C)NCCCN